O1CC(=CCC1)C=1N=C2C(=NC1)N=C(S2)NC(=O)C=2C=NC(=CC2C2=CC(=NC=C2OC)C)C N-(6-(5,6-dihydro-2H-pyran-3-yl)thiazolo[4,5-b]pyrazin-2-yl)-5'-methoxy-2',6-dimethyl-[4,4'-bipyridine]-3-carboxamide